3-(4-(5-(Difluoromethyl)-1,3,4-oxadiazol-2-yl)-2-oxopyridin-1(2H)-yl)-2-phenylpropionic acid FC(C1=NN=C(O1)C1=CC(N(C=C1)CC(C(=O)O)C1=CC=CC=C1)=O)F